BrC=1C=C(OC2=CC=C3C=4C=C5C(=CC4N(C3=C2)C2=NC=CC(=C2)C(C)(C)C)C(CCC5(C)C)(C)C)C=CC1 3-(3-Bromophenoxy)-5-(4-(tert-butyl)pyridin-2-yl)-7,7,10,10-tetramethyl-7,8,9,10-tetrahydro-5H-benzo[b]carbazole